1-(2-methyl-3-(methylsulfonyl)phenyl)ethan-1-amine CC1=C(C=CC=C1S(=O)(=O)C)C(C)N